monooleoyl ether C(CCCCCCC\C=C/CCCCCCCC)(=O)OC(CCCCCCC\C=C/CCCCCCCC)=O